C(=O)(OC(C)(C)C)N1[C@@H](CCC1)C(=O)O N-Boc-L-prolin